C(C)OC1=CN=CC(=N1)C1=CN=C(S1)C(=O)N1[C@@H](CNCC1)C1=NC(=NC=C1)NS(=O)(=O)C1CC1 (S)-N-(4-(1-(5-(6-ethoxypyrazin-2-yl)thiazol-2-carbonyl)piperazin-2-yl)pyrimidin-2-yl)cyclopropanesulfonamide